5-(1-(carboxymethyl)-pyrazolyl)isophthalic acid C(=O)(O)CN1N=C(C=C1)C=1C=C(C=C(C(=O)O)C1)C(=O)O